C(C)(C)(C)C1=CC=C(C=C1)C1=NN(C(=N1)CN1CCCC1)CC 3-(4-(tert-butyl)phenyl)-1-ethyl-5-(pyrrolidin-1-ylmethyl)-1H-1,2,4-triazole